2-(6-bromo-5-fluoro-1-oxo-spiro[3H-isoquinoline-4,1'-cyclopropane]-2-yl)-N-(5-fluoropyrimidin-2-yl)acetamide BrC=1C(=C2C(=CC1)C(N(CC21CC1)CC(=O)NC1=NC=C(C=N1)F)=O)F